(S)-1-(4-(3-((4-acetylmorpholin-2-yl)methyl)-7-methylimidazo[1,2-a]pyridin-2-yl)-3,5-dichlorophenyl)pyrrolidin-2-one C(C)(=O)N1C[C@@H](OCC1)CC1=C(N=C2N1C=CC(=C2)C)C2=C(C=C(C=C2Cl)N2C(CCC2)=O)Cl